C1(=CC=CC=C1)C1=NN=C(S1)[C@H](C)NC(OC(C)(C)C)=O tert-butyl (S)-(1-(5-phenyl-1,3,4-thiadiazol-2-yl)ethyl)carbamate